ClC1=C(C(=O)NC)C=CN=C1 chloro-N-methylisonicotinamide